1-(2,5-difluorophenyl)-2,2-difluoroethanone FC1=C(C=C(C=C1)F)C(C(F)F)=O